ClC1=NC(=NN2C1=C(C=C2)C2=CC=CC=C2)C=2N(C=CN2)C 4-Chloro-2-(1-methyl-1H-imidazol-2-yl)-5-phenylpyrrolo[2,1-f][1,2,4]triazine